3-(1-oxo-4-((2-((3-(4-(4-(quinoxalin-2-yl)-1H-pyrazol-1-yl)piperidin-1-yl)phenyl)amino)pyrimidin-4-yl)amino)isoindolin-2-yl)piperidine-2,6-dione O=C1N(CC2=C(C=CC=C12)NC1=NC(=NC=C1)NC1=CC(=CC=C1)N1CCC(CC1)N1N=CC(=C1)C1=NC2=CC=CC=C2N=C1)C1C(NC(CC1)=O)=O